7-methyl-7-((((R)-1-oxo-1-(4-(5-(trifluoromethyl)pyrimidin-2-yl)piperazin-1-yl)propan-2-yl)amino)methyl)-4-(trifluoromethyl)-2,5,6,7-tetrahydro-3H-cyclopenta[c]pyridazin-3-one CC1(CCC=2C1=NNC(C2C(F)(F)F)=O)CN[C@@H](C(N2CCN(CC2)C2=NC=C(C=N2)C(F)(F)F)=O)C